ClC=1N=C2N3C(C[C@@H](CCCN4C=CC(S(NC(C2=CC1)=O)(=O)=O)=N4)C3)(C)C |r| Racemic-4-chloro-20,20-dimethyl-10λ6-thia-1,3,9,14,22-pentaazatetracyclo[16.2.1.111,14.02,7]docosa-2,4,6,11(22),12-pentaene-8,10,10-trione